((3aS,4R,6S,6aS)-6-(4-aminopyrrolo[2,1-f][1,2,4]triazin-7-yl)-4-cyano-2,2-dimethyltetrahydrofuro[3,4-d][1,3]dioxol-4-yl)methyl phenethyl carbonate C(OC[C@]1(O[C@H]([C@@H]2OC(O[C@@H]21)(C)C)C2=CC=C1C(=NC=NN12)N)C#N)(OCCC1=CC=CC=C1)=O